FC=1C(=NC=C(C1)F)CNC(=O)C1=C(N=C(S1)N1CCC(CC1)N1C[C@@H](CCC1)C)CC N-[(3,5-difluoropyridin-2-yl)methyl]-4-ethyl-2-[(3R)-3-methyl-[1,4'-bipiperidin]-1'-yl]-1,3-thiazole-5-carboxamide